Rac-3-ethyl-3,8-diazabicyclo[3.2.1]octan-4-one C(C)N1CC2CCC(C1=O)N2